3,4-dihydro-7,8-methylenedioxy-1H-benzo[b][1,4]diazepine-2-One C1OC2=CC3=C(NC(CCN3)=O)C=C2O1